rac-5-fluoro-N-(2-fluoro-6-methylphenyl)-4-(3-oxo-5,6-dihydro-3H-[1,2,4]triazolo[3,4-c][1,4]oxazin-2(8H)-yl)-2-{[1-(pyrrolidin-1-yl)propan-2-yl]oxy}benzamide FC=1C(=CC(=C(C(=O)NC2=C(C=CC=C2C)F)C1)O[C@@H](CN1CCCC1)C)N1N=C2COCCN2C1=O |r|